((((2R,3S,4R,5R)-5-(6-chloro-4-(ethylamino)-1H-pyrazolo[3,4-d]pyrimidin-1-yl)-3,4-dihydroxytetrahydrofuran-2-yl)methoxy)methyl)phosphonic acid ClC1=NC(=C2C(=N1)N(N=C2)[C@H]2[C@@H]([C@@H]([C@H](O2)COCP(O)(O)=O)O)O)NCC